[Na+].CN1N(C(C(C1C)NS([O-])(=O)=O)=O)C1=CC=CC=C1 1,5-Dimethyl-2-phenyl-3-oxo-4-pyrazolidinylsulfamic acid sodium salt